C(C)(C)(C)OC(=O)N1CCN(CC1)CCCBr.ClCC(=O)N1CC2(C1)CC(C2)(F)F 2-chloro-1-(6,6-difluoro-2-azaspiro[3.3]heptane-2-yl)ethanone Tert-butyl-4-(3-bromopropyl)piperazine-1-carboxylate